CC(CC(C)C1C(OC(C1)=O)=O)C 3-(4-methylpentan-2-yl)oxolane-2,5-dione